C(C1=CC=CC=C1)OC(=O)NS(=O)(=O)N1CC2CCC(C1)N2C(=O)OC(C)(C)C tert-butyl 3-(N-((benzyloxy) carbonyl) sulfamoyl)-3,8-diazabicyclo[3.2.1]octane-8-carboxylate